ClC1N=CC=2N(C(N(C2N1[2H])C1CCC(CC1)(C)O)=O)C 2-chloro-9-((1r,4r)-4-hydroxy-4-methylcyclohexyl)-7-methyl-7,9-dihydro-8H-purin-8-one-3-d1